C(#N)C[C@@H]1N(CCN(C1)C=1C2=C(N=C(N1)O[C@H](C)C1=CC=NC=C1)CNC2)C(=O)OCC2=CC=CC=C2 benzyl (S)-2-(cyanomethyl)-4-(2-((R)-1-(pyridin-4-yl)ethoxy)-6,7-dihydro-5H-pyrrolo[3,4-d]pyrimidin-4-yl)piperazine-1-carboxylate